C(C1=CC=CC=C1)N(C(O)=O)C1C(C(CCC1)O)N(C(O)=O)CC1=CC=CC=C1.OC1=CC=C(C=C1)C1C(OC=C1C1=CC=C(C=C1)O)=O 3,4-bis(4-hydroxyphenyl)furan-2-one dibenzyl-(3-hydroxycyclohexane-1,2-diyl)dicarbamate